5-bromo-3-ethylideneindolin-2-one BrC=1C=C2C(C(NC2=CC1)=O)=CC